COC=1CC=C2[C@H](C([C@@H]3N(C=4C=CC=CC4C3)S2(=O)=O)(C)C)C1 (11aR,12aS)-2-methoxy-12,12-dimethyl-11,11a,12,12a-tetrahydro-3H-benzo[5,6][1,2]thiazino[2,3-a]indole 5,5-dioxide